ethyl 2-((ethoxycarbonyl)(propyl)amino)-3-methylpentanoate C(C)OC(=O)N(C(C(=O)OCC)C(CC)C)CCC